C(=O)(O)C1=C(N=NO1)SC1=CC=CC=C1 carboxyphenylmercaptooxadiazole